1-(2-cyclopropyl-4-(1-(2,6-dichlorophenyl)azetidin-3-yl)-6-methylbenzyl)-piperidine-4-carboxylic acid C1(CC1)C1=C(CN2CCC(CC2)C(=O)O)C(=CC(=C1)C1CN(C1)C1=C(C=CC=C1Cl)Cl)C